3-(4-morpholino-1-piperidinyl)-1H-indazol-6-amine O1CCN(CC1)C1CCN(CC1)C1=NNC2=CC(=CC=C12)N